(4'-fluoro-[1,1'-biphenyl]-4-yl)(4-(4-methyl-1H-imidazol-2-yl)piperidin-1-yl)methanone FC1=CC=C(C=C1)C1=CC=C(C=C1)C(=O)N1CCC(CC1)C=1NC=C(N1)C